OCC(C)(C)NC(=O)C=1C=2C[C@@H]3[C@H](C2N(N1)C1=NC=CC(=C1)F)C3 (1aR,5aR)-2-(4-Fluoro-pyridin-2-yl)-1a,2,5,5a-tetrahydro-1H-2,3-diaza-cyclopropa[a]pentalene-4-carboxylic acid (2-hydroxy-1,1-dimethyl-ethyl)-amide